ClC1=CC=2C3C(CN(C2C=C1)C1CN(CC1)C(=O)OC(C)(C)C)C3 tert-butyl 3-(6-chloro-1a,2-dihydro-1H-cyclopropa[c]quinolin-3(7bH)-yl)pyrrolidine-1-carboxylate